(Z)-α-Bisabolene CC1=CCC(CC1)/C(=C\CC=C(C)C)/C